NC1=CC=CC(=N1)S(=O)(=O)NC(=O)C=1C(=NC(=CC1)C1=CCCCCC1)OC1=C(C=C(C=C1C)C)C N-[(6-Amino-2-pyridyl)sulfonyl]-6-(cyclohepten-1-yl)-2-(2,4,6-trimethylphenoxy)pyridin-3-carboxamid